(4-fluorophenyl)-1H-indazole-5-carbaldehyde FC1=CC=C(C=C1)N1N=CC2=CC(=CC=C12)C=O